CN1N=C2C(N=CC(=C2)C2=CC=C3C(=N2)SC(=C3)C(O)C3CCOCC3)=N1 (6-(2-methyl-2H-[1,2,3]triazolo[4,5-b]pyridin-6-yl)thieno[2,3-b]pyridin-2-yl)(tetrahydro-2H-pyran-4-yl)methanol